NC1=C(C(NC2=C(C=CC=C12)C1=C(C=CC(=C1)OCC=1N=C(OC1)C(C)C)F)=O)C(=O)NCCC 4-Amino-8-[2-fluoro-5-[(2-isopropyloxazol-4-yl)methoxy]phenyl]-2-oxo-N-propyl-1H-quinoline-3-carboxamide